NC1(CCN(CC1)C1=CN=C(C(=N1)N)C1=C(C(=CC=C1)Cl)Cl)C 6-(4-amino-4-methylpiperidin-1-yl)-3-(2,3-dichlorophenyl)pyrazine-2-amine